Sodium succinate salt C(CCC(=O)[O-])(=O)[O-].[Na+].[Na+]